NC1=NC=CC=C1C1=NC=2C(=NC(=CC2)C2=CC=CC=C2)N1C=1C=C2CC[C@@H](C2=CC1)NC(=O)C1=CC2=C(NN=N2)C(=C1)C=O N-[(1S)-5-[2-(2-aminopyridin-3-yl)-5-phenylimidazo[4,5-b]pyridin-3-yl]-2,3-dihydro-1H-inden-1-yl]-7-formyl-1H-1,2,3-benzotriazole-5-carboxamide